BrC1=CC2=C(C(=N1)NC=1C(=CC(=C(C(=O)NC3(CC3)CF)C1)Cl)F)N(C=N2)C(C)C 5-((6-bromo-3-isopropyl-3H-imidazo[4,5-c]pyridin-4-yl)amino)-2-chloro-4-fluoro-N-(1-(fluoromethyl)cyclopropyl)benzamide